7-((2-methoxy-3-(1-methyl-1H-1,2,4-triazol-3-yl)phenyl)amino)-N,2-dimethyl-3H-imidazo[4,5-b]pyridine-6-carboxamide COC1=C(C=CC=C1C1=NN(C=N1)C)NC1=C2C(=NC=C1C(=O)NC)NC(=N2)C